[3-(8-Chloro-5-methoxy-5,6-dihydro-4H-[1,2,4]triazolo[4,3-a][1]benzazepin-1-yl)pyrrolidin-1-yl](pyridin-3-yl)methanon ClC=1C=CC2=C(CC(CC=3N2C(=NN3)C3CN(CC3)C(=O)C=3C=NC=CC3)OC)C1